7-Methoxy-3-methyl-8-(1-methyl-1H-pyrazol-4-yl)-1-pyridin-2-yl-1,3-dihydro-imidazo[4,5-c]quinolin-2-one COC=1C(=CC=2C3=C(C=NC2C1)N(C(N3C3=NC=CC=C3)=O)C)C=3C=NN(C3)C